5-(3-cyano-2-methylphenyl)-6-(morpholin-4-yl)pyridine-2-carboxylic acid C(#N)C=1C(=C(C=CC1)C=1C=CC(=NC1N1CCOCC1)C(=O)O)C